F[C@]12[C@H]3CC[C@@]4([C@H](CC[C@H]4[C@@H]3CC[C@@H]2C[C@](CC1)(C)O)C(CN1N=CC(=C1)C(F)(F)F)=O)C 1-((3R,5R,8S,9S,10R,13S,14S,17S)-10-fluoro-3-hydroxy-3,13-dimethylhexadecahydro-1H-cyclopenta[a]phenanthren-17-yl)-2-(4-(trifluoromethyl)-1H-pyrazol-1-yl)ethan-1-one